C(C)OC(=O)C(C1=CC(=CC=C1)OCCCC)=O 3-butoxybenzoylformic acid ethyl ester